2-cyclopropyl-1-oxo-1,2,3,4-tetrahydropyrrolo[1,2-a]pyrazine-6-carbaldehyde C1(CC1)N1C(C=2N(CC1)C(=CC2)C=O)=O